C(CCCCCCC)OC(CCCCC(=O)OCC(COC(CCCCCCC\C=C/C\C=C/CCCCC)=O)COC(=O)OCCCN(CC)CC)OCCCCCCCC (9Z,12Z)-3-((6,6-bis(octyloxy)hexanoyl)oxy)-2-((((3-(diethylamino)propoxy)carbonyl)oxy)methyl)propyloctadeca-9,12-dienoate